N[C@H]1[C@H]([C@@]2(CC[C@](C1)(N2C(=O)OC(C)(C)C)C)C)F |r| racemic-tert-butyl (1S,2R,3R,5R)-3-amino-2-fluoro-1,5-dimethyl-8-azabicyclo[3.2.1]octane-8-carboxylate